6,6-dimethyl-2-(oxazol-5-yl)-3-(1H-pyrazolo[3,4-b]pyridin-4-yl)-6,7-dihydro-4H-pyrazolo[5,1-c][1,4]oxazine CC1(CN2C(CO1)=C(C(=N2)C2=CN=CO2)C2=C1C(=NC=C2)NN=C1)C